1-(7-((5-(quinoxalin-6-yl)-7H-pyrrolo[2,3-d]pyrimidin-2-yl)amino)-2-azaspiro[3.5]nonan-2-yl)ethan-1-one N1=CC=NC2=CC(=CC=C12)C1=CNC=2N=C(N=CC21)NC2CCC1(CN(C1)C(C)=O)CC2